O-(trimethylbenzenesulfonyl)hydroxyamine CC1=C(C(=C(C=C1)S(=O)(=O)ON)C)C